3-Bromo-1-(3-ethoxyphenyl)-5-(2-methylprop-1-en-1-yl)-1H-pyrazole BrC1=NN(C(=C1)C=C(C)C)C1=CC(=CC=C1)OCC